O=C1N(C(C2=CC=CC=C12)=O)CCC1=CC(=C(C#N)C=C1OC)OC 4-(2-(1,3-dioxoisoindolin-2-yl)ethyl)-2,5-dimethoxybenzonitrile